C1(=CC=CC=C1)C(C)(C)C1=CC=C(C=C1)NC1=CC=C(C=C1)C(C)(C)C1=CC=CC=C1 bis(4-(2-phenylprop-2-yl)phenyl)amine